ClC1=C2C(=NC=C1C1=CC=CC(=N1)N1C(NCCC1)=O)NC=C2C2CC2 1-(6-(4-chloro-3-cyclopropyl-1H-pyrrolo[2,3-b]pyridin-5-yl)pyridin-2-yl)tetrahydropyrimidin-2(1H)-one